(6-bromopyridin-2-yl)-7-chloroimidazo[1,2-b]pyridazine BrC1=CC=CC(=N1)C=1N=C2N(N=CC(=C2)Cl)C1